tert-butyl 3-chloro-2-(1-methyltetrazol-5-yl)-4,6,7,8-tetrahydropyrazolo[1,5-a][1,4]diazepine-5-carboxylate ClC=1C(=NN2C1CN(CCC2)C(=O)OC(C)(C)C)C2=NN=NN2C